OC(C(=O)O)C α-Hydroxypropionic acid